2-(2'-hydroxy-4'-hexyloxyphenyl)-4,6-diphenyltriazine OC1=C(C=CC(=C1)OCCCCCC)N1NC(=CC(=N1)C1=CC=CC=C1)C1=CC=CC=C1